C(C(=O)[O-])(=O)OCC(F)F 2,2-difluoroethyl oxalate